C=C(CCCCC=CC=CC=C)CCCCCCCCC 11-methyleneeicosatriene